N,N'-diacetyl-L-cystine dimethylester COC([C@H](CSSC[C@@H](C(=O)OC)NC(C)=O)NC(C)=O)=O